6-((4-Hydroxybutyl)(methyl)amino)-11-((2-(octanoyloxy)octyl)thio)undecyl 2-hexyl-decanoate C(CCCCC)C(C(=O)OCCCCCC(CCCCCSCC(CCCCCC)OC(CCCCCCC)=O)N(C)CCCCO)CCCCCCCC